tert-butyl 1,1-difluoro-2-[(hydroxyimino) methyl]-6-azaspiro[2.5]octane-6-carboxylate FC1(C(C12CCN(CC2)C(=O)OC(C)(C)C)C=NO)F